(1s,3s)-3-phenylcyclobutane-1-ol C1(=CC=CC=C1)C1CC(C1)O